NC=1C(=NN(C1)C1=C2C=CC(=NC2=CC=C1)C(=O)NS(=O)(=O)C1=C(C=CC=2C(COC21)(C)C)OC)Cl 5-(4-amino-3-chloro-1H-pyrazol-1-yl)-N-((6-methoxy-3,3-dimethyl-2,3-dihydrobenzofuran-7-yl)sulfonyl)quinoline-2-carboxamide